3-[2-[3,5-difluoro-4-[2-oxo-2-[3-[[[(2S,3R,4R,5R)-2,3,4,5,6-pentahydroxyhexyl] amino] methyl] azetidin-1-yl] ethyl] phenoxy] ethyl]-7-azaspiro[3.5]nonane-7-carboxylate FC=1C=C(OCCC2CCC23CCN(CC3)C(=O)[O-])C=C(C1CC(N1CC(C1)CNC[C@@H]([C@H]([C@@H]([C@@H](CO)O)O)O)O)=O)F